3-methyl-piperidin-3-ol CC1(CNCCC1)O